FC1=C(C(=CC(=C1)C1=CC=C(C2=C1CC(O2)(C)C)OC)F)SCCCC(=O)O 4-[2,6-difluoro-4-(7-methoxy-2,2-dimethyl-2,3-dihydro-benzofuran-4-yl)-phenylsulfanyl]-butyric acid